F[C@H]1C[C@H](N(C1)C(CN1CCC(CC1)NC1=CC=NC2=C(C=CC=C12)C)=O)C#N (2S,4S)-4-fluoro-1-[2-[4-[(8-methyl-4-quinolyl)amino]-1-piperidyl]acetyl]pyrrolidine-2-carbonitrile